(+/-)-cis-tert-Butyl 3-(Hydroxymethyl)-4-(4-methoxyphenyl)-piperidine-1-carboxylate OC[C@@H]1CN(CC[C@@H]1C1=CC=C(C=C1)OC)C(=O)OC(C)(C)C |r|